C(C)N(CC(C)C)CC1=CC2=C(C(N(C=C2C(F)(F)F)C2=CC(=CC=C2)C2(CC(C2)OC)C2=NN=CN2C)=O)N1 2-((ethyl(isobutyl)amino)methyl)-6-(3-((1r,3r)-3-methoxy-1-(4-methyl-4H-1,2,4-triazol-3-yl)cyclobutyl)phenyl)-4-(trifluoromethyl)-1,6-dihydro-7H-pyrrolo[2,3-c]pyridin-7-one